C1N(CC12CCC2)C2=CC=C(C=N2)C2=CC=CC=1N2N=CC1C(=O)N1CCCCC1 (7-(6-(2-azaspiro[3.3]heptan-2-yl)pyridin-3-yl)pyrazolo[1,5-a]pyridin-3-yl)(piperidin-1-yl)methanone